2-methoxy-2-methyl-1-(4-triethoxysilylbutyl)-1-aza-2-silacyclopentane CO[Si]1(N(CCC1)CCCC[Si](OCC)(OCC)OCC)C